(R)-diphenylprolyl trimethylsilyl ether C[Si](C)(C)OC([C@]1(N(CCC1)C1=CC=CC=C1)C1=CC=CC=C1)=O